(R)-2-((3-chloro-4-(4,4,5,5-tetramethyl-1,3,2-dioxaborolan-2-yl)phenyl)amino)-1-(3-fluorophenyl)-2-oxoethyl acetate C(C)(=O)O[C@@H](C(=O)NC1=CC(=C(C=C1)B1OC(C(O1)(C)C)(C)C)Cl)C1=CC(=CC=C1)F